2-(2-((2-(1-butyl-1H-benzo[d]imidazol-2-yl)-2-methylpropyl)amino)ethyl)-N-((3-fluoropyridin-2-yl)methyl)oxazole-4-carboxamide C(CCC)N1C(=NC2=C1C=CC=C2)C(CNCCC=2OC=C(N2)C(=O)NCC2=NC=CC=C2F)(C)C